Racemic-1-(1-(6,7-difluoro-3-methyl-4-oxo-3,4-dihydrophthalazin-1-yl)ethyl)-3-(4-fluorophenyl)-1-isobutylurea FC=1C=C2C(N(N=C(C2=CC1F)[C@@H](C)N(C(=O)NC1=CC=C(C=C1)F)CC(C)C)C)=O |r|